CC(C)(C)C=1C=C(C=C(C1O)C)CCC(=O)OC 3-(1,1-dimethylethyl)-4-hydroxy-5-methyl-benzenepropanoic acid, methyl ester